ClCC=1N=C2N(C(=CC(=N2)C)C)C1 2-(chloromethyl)-5,7-dimethylimidazo[1,2-a]Pyrimidine